C(C)(C)(C)C1N(CCC(C1)N1N=CC(=C1)C=1C=NC(=C(C1)C(NC1=CC=C(C=C1)C(C)(C)C)=O)N)C(=O)O tert-butyl-4-(4-(6-amino-5-(4-tert-butylphenyl-carbamoyl)pyridin-3-yl)-1H-pyrazol-1-yl)piperidine-1-carboxylic acid